dimethyl 2-vinylcyclopropane-1,1-dicarboxylate C(=C)C1C(C1)(C(=O)OC)C(=O)OC